2,3-dichloro-4-hydroxypyridine ClC1=NC=CC(=C1Cl)O